N-(5-chloro-4-(5,5-dimethyl-5,6-dihydro-4H-pyrrolo[1,2-b]pyrazol-3-yl)pyridin-2-yl)-1-(2-(2,6-dioxopiperidin-3-yl)benzyl)piperidine-4-carboxamide ClC=1C(=CC(=NC1)NC(=O)C1CCN(CC1)CC1=C(C=CC=C1)C1C(NC(CC1)=O)=O)C1=C2N(N=C1)CC(C2)(C)C